F[C@H]1CN(CC[C@@H]1NC1=NC(=CC=C1)C1=CN=C2N1N=C(C=C2)C=2C=NN1C2C=CC=C1)C(=O)OC(C)(C)C tert-butyl (3S,4S)-3-fluoro-4-[[6-(6-pyrazolo[1,5-a]pyridin-3-ylimidazo[1,2-b]pyridazin-3-yl)-2-pyridyl]amino]piperidine-1-carboxylate